COC1=CC=C(C=C1)C=1C(=CN2C1C(C=1C=CC=CC21)=O)C2OCCC2 1-(4-methoxyphenyl)-2-(tetrahydrofuran-2-yl)-9H-pyrrolo[1,2-a]indol-9-one